3-(4-(4-hydroxybutoxy)phenyl)piperidine-2,6-dione OCCCCOC1=CC=C(C=C1)C1C(NC(CC1)=O)=O